5-(5-Methoxy-3,4'-bipyridin-2'-yl)-N-pentyl-1H-imidazol-2-amin COC=1C=C(C=NC1)C1=CC(=NC=C1)C1=CN=C(N1)NCCCCC